2-chloro-5-((4-fluoro-2-iso-propylphenyl)-amino)isonicotinic acid ClC=1C=C(C(=O)O)C(=CN1)NC1=C(C=C(C=C1)F)C(C)C